(-)-N-ethyl-5-fluoro-N-isopropyl-2-((5-(2-(1-(isopropylamino)-4-methylpent-3-yl)-2,6-diazaspiro[3.4]oct-6-yl)-1,2,4-triazin-6-yl)oxy)benzamide C(C)N(C(C1=C(C=CC(=C1)F)OC1=C(N=CN=N1)N1CC2(CN(C2)C(CCNC(C)C)C(C)C)CC1)=O)C(C)C